(R)-2-(4-(4-methylpyrazolo[1,5-a]pyridin-2-yl)-6,7-dihydro-1H-imidazo[4,5-c]pyridin-5(4H)-yl)pyrimidin-5-amine CC=1C=2N(C=CC1)N=C(C2)[C@@H]2N(CCC1=C2N=CN1)C1=NC=C(C=N1)N